BrC=1C=C(C=CC1)[Si](C1=CC=CC=C1)(C1=CC2=CC=CC=C2C=C1)C1=CC2=CC=CC=C2C=C1 (3-bromophenyl)di(naphthalen-2-yl)(phenyl)silane